N-(4-(tert-butyl)benzyl)-N-methyl-1-(naphthalen-1-yl)methanaminium C(C)(C)(C)C1=CC=C(C[NH+](CC2=CC=CC3=CC=CC=C23)C)C=C1